CC1=NC(=CC=C1C(=O)O)C(F)(F)F 2-methyl-6-(trifluoromethyl)pyridine-3-carboxylic acid